C(C1=CC=CC=C1)C=1C(=NC2=CC=CC=C2C1)N Benzyl-aminoquinoline